C1(CCCCC1)C1C=2C=C(N=CC2CN(C1)C1=CC(=CC(=C1)F)F)C(=O)O 5-cyclohexyl-7-(3,5-difluorophenyl)-5,6,7,8-tetrahydro-2,7-naphthyridine-3-carboxylic acid